1-(furan-3-yl)pyrimidine-2,4,6(1H,3H,5H)-trione O1C=C(C=C1)N1C(NC(CC1=O)=O)=O